methyl 4-amino-7-chloro-1-methyl-1H-pyrazolo[4,3-c]quinoline-8-carboxylate NC1=NC=2C=C(C(=CC2C2=C1C=NN2C)C(=O)OC)Cl